5-(2,3-dichlorophenyl)-N-(pyridin-4-ylmethyl)-3-thiocyanatopyrazolo[1,5-a]pyrimidin-7-amine ClC1=C(C=CC=C1Cl)C1=NC=2N(C(=C1)NCC1=CC=NC=C1)N=CC2SC#N